C(C)(C)(C)C1=CC2=C(OP(OC3=C2C=C(C=C3C(C)(C)C)C(C)(C)C)OCCCC3=CC(=C(C(=C3)C(C)(C)C)O)C)C(=C1)C(C)(C)C 2,4,8,10-tetra-tert-butyl-6-[3-(3-methyl-4-hydroxy-5-t-butylphenyl)propoxy]dibenzo[d,f][1,3,2]dioxaphosphepine